C12C=CC(C(C1)C(=O)OC1(C3CC4CC(CC1C4)C3)C)C2 (2-methyl-2-adamantyl) bicyclo[2.2.1]hept-2-ene-5-carboxylate